[4-(difluoromethoxy)phenyl]pyrrole-2,5-dione FC(OC1=CC=C(C=C1)C=1C(NC(C1)=O)=O)F